2-sec-butyl-3-methoxypyrazine C(C)(CC)C1=NC=CN=C1OC